OCCCN1C(C=C(C=C1C)N1CC(CC1)(C1=CC=CC=C1)C)=O 1-(3-hydroxypropyl)-6-methyl-4-(3-methyl-3-phenylpyrrolidin-1-yl)pyridin-2(1H)-one